O[C@@H]1[C@H](CCCC1)NC(CCCCCC)=O N-((1S,2S)-2-hydroxycyclohexyl)heptanamide